tert-butyl 4-[1-(2,6-dioxo-3-piperidyl)-3-methyl-indazol-5-yl]-3,6-dihydro-2H-pyridine-1-carboxylate O=C1NC(CCC1N1N=C(C2=CC(=CC=C12)C=1CCN(CC1)C(=O)OC(C)(C)C)C)=O